dibenzylphenyl ether sulfate salt S(=O)(=O)(O)O.C(C1=CC=CC=C1)C=1C(=C(C=CC1)OC1=C(C(=CC=C1)CC1=CC=CC=C1)CC1=CC=CC=C1)CC1=CC=CC=C1